ClC=1N(C2=C(C(=CC=C2C1SC=1C(=C(C=CC1)C(C(=O)O)(C)C)F)Cl)F)C=1C=NN(C1)CCC 2-(3-((2,6-dichloro-1-(1-propyl-1H-pyrazol-4-yl)-7-fluoro-1H-indol-3-yl)thio)-2-fluorophenyl)-2-methylpropanoic acid